C(C)(=O)N1CCC(CC1)OC1=CC=CC2=C1N(C(=N2)NC(C2=CC(=NC=C2)C)=O)[C@H]2CN(CCCC2)C(C=C)=O (R)-N-(7-((1-acetylpiperidin-4-yl)oxy)-1-(1-acryloylazepan-3-yl)-1H-benzo[d]imidazol-2-yl)-2-methylisonicotinamide